6-(6-(1-(8-Isobutyl-8-azabicyclo[3.2.1]octan-3-yl)piperidin-4-yl)-4-methyl-1H-benzo[d]imidazol-2-yl)-8-methoxy-[1,2,4]triazolo[1,5-a]pyridin C(C(C)C)N1C2CC(CC1CC2)N2CCC(CC2)C=2C=C(C1=C(NC(=N1)C=1C=C(C=3N(C1)N=CN3)OC)C2)C